C(C)C=1C(C2=C(C=CC(=C2C(C1CC1=NC(=C(C=C1)C(F)(F)F)O)=O)F)F)=O ethyl-5,8-difluoro-3-((6-hydroxy-5-(trifluoromethyl)pyridin-2-yl)methyl)naphthalene-1,4-dione